FC1=CC=C(C=C1)[C@@H]1N(C[C@H](N(C1)C(C(C)C)=O)C)C(C(=O)NC=1C=C(C(=NC1)OC)C(=O)N)=O |r| Racemic-5-[[2-[(2S,5R)-2-(4-fluorophenyl)-5-methyl-4-(2-methylpropanoyl)piperazin-1-yl]-2-oxo-acetyl]amino]-2-methoxy-pyridine-3-carboxamide